FC(C(=O)CC(C)=O)(F)F.[Cu] copper (trifluoroacetylacetone)